BrCC(=O)C=1C(=CC(=C(C(=O)N2CCC(CC2)C2=C(C#N)C=CC=C2)C1)C)C1CCC1 (1-(5-(2-bromoacetyl)-4-cyclobutyl-2-methylbenzoyl)piperidin-4-yl)benzonitrile